C(C)[Ga](C(C)C)CC diethyl-isopropyl-gallium